CN1CCN(CC1)CC#CCO\N=C\1/CC(CC2=C1C(=CO2)C)(C)C (E)-3,6,6-Trimethyl-6,7-dihydrobenzofuran-4(5H)-one-O-(4-(4-methylpiperazin-1-yl)but-2-yn-1-yl)oxime